(9,9-dimethyl-9H-xanthene-4,5-diyl)bis-[diphenylphosphine] CC1(C2=CC=CC(=C2OC=2C(=CC=CC12)P(C1=CC=CC=C1)C1=CC=CC=C1)P(C1=CC=CC=C1)C1=CC=CC=C1)C